COC1=C(C(C1=O)=O)NCCNC(O)=O (2-((2-methoxy-3,4-dioxocyclobut-1-en-1-yl)amino)ethyl)carbamic acid